C(C1=CC=CC=C1)OC(=O)[C@@H](COCC(=O)O)C(C)C (R)-2-(2-((benzyloxy)carbonyl)-3-methylbutoxy)acetic acid